3-amino-1,2,3-triazole-5-thiol NN1N=NC(=C1)S